1-ethyl-4-((5-(pyrazolo[1,5-a]pyridin-5-yl)-7H-pyrrolo[2,3-d]pyrimidin-2-yl)amino)cyclohexan-1-ol C(C)C1(CCC(CC1)NC=1N=CC2=C(N1)NC=C2C2=CC=1N(C=C2)N=CC1)O